N-(4-chloro-5-methylisoxazol-3-yl)-2'-(phenoxymethyl)-N-((2-(trimethylsilyl)ethoxy)methyl)-[1,1'-biphenyl]-2-sulfonamide ClC=1C(=NOC1C)N(S(=O)(=O)C=1C(=CC=CC1)C1=C(C=CC=C1)COC1=CC=CC=C1)COCC[Si](C)(C)C